BrC=1C=C(N(N1)CC(F)(F)F)C(=O)NC1=C(C=C(C=C1C(NC)=O)Cl)C 5-bromo-N-[4-chloro-2-methyl-6-(methylcarbamoyl)phenyl]-2-(2,2,2-trifluoroethyl)pyrazole-3-carboxamide